OC(C)(C)C12CC(C1)(C2)NC(=O)C2=NC=CC(=N2)C2=CN=CN2C N-(3-(2-hydroxypropan-2-yl)bicyclo[1.1.1]pentan-1-yl)-4-(1-methyl-1H-imidazol-5-yl)pyrimidine-2-carboxamide